C(C)(=O)N1CC([C@@H](CC1)NC1=NN2C(C(=N1)OC)=C(C=C2)C2=CC=1N(C=C2)N=CC1C(=O)NC)(F)F (R)-5-(2-((1-Acetyl-3,3-difluoropiperidin-4-yl)amino)-4-methoxypyrrolo[2,1-f][1,2,4]triazin-5-yl)-N-methylpyrazolo[1,5-a]pyridine-3-carboxamide